CC(C)C(CC)O 2-methyl-3-Pentanol